C1OCCN2[C@H]1CN(CC2)C2=CC=1C(=C(N=NC1N[C@H](C)C=1C(=C(C#N)C=CC1)C)C)C=N2 3-((R)-1-((7-((S)-hexahydropyrazino[2,1-c][1,4]oxazin-8(1H)yl)-4-methylpyrido[3,4-d]pyridazin-1-yl)amino)ethyl)-2-methylbenzonitrile